4-amino-6-chloro-pyridazine-3-carbaldehyde NC1=C(N=NC(=C1)Cl)C=O